(S)-2-(6-(3-methyl-1-(4-methyl-4H-1,2,4-triazol-3-yl)cyclobutyl)-1H-indol-4-yl)-6-((3-methylpiperidin-1-yl)methyl)-4-(trifluoromethyl)isoindol-1-one CC1CC(C1)(C1=NN=CN1C)C1=CC(=C2C=CNC2=C1)N1C(C2=CC(=CC(=C2C1)C(F)(F)F)CN1C[C@H](CCC1)C)=O